N,N,N,17,17-pentamethyl-15-oxo-3,6,9,12,16-pentaoxaoctadecan-1-aminium bromide [Br-].C[N+](CCOCCOCCOCCOCCC(OC(C)(C)C)=O)(C)C